BrC=1C=C2C(=CN(C2=CC1)CC1CCOCC1)C(=O)OC methyl 5-bromo-1-(tetrahydropyran-4-ylmethyl)indole-3-carboxylate